BrC1=C(C(=C(C(=C1C=C)Br)Br)Br)Br pentabromostyrene